Cl.ClC1=CC2=C(N=CN2)C=C1Cl 5,6-Dichlorobenzimidazol-hydrochlorid